CC(C(C)S)CC 3-methylpentane-2-thiol